ClC1=CC=C(C=C1)C1=C(CCC(C1)(C)C)C(=O)N1CC(CC1)OC=1C=C2CN(C(C2=CC1)=O)C1C(NC(CC1)=O)=O 3-(5-((1-(4'-chloro-5,5-dimethyl-3,4,5,6-tetrahydro-[1,1'-biphenyl]-2-carbonyl)pyrrolidin-3-yl)oxy)-1-oxoisoindolin-2-yl)piperidine-2,6-dione